COC(C1=C(C=C(C(=C1)F)Br)[N+](=O)[O-])=O 4-bromo-5-fluoro-2-nitro-benzoic acid methyl ester